(S)-2-(8-(tert-butoxycarbonyl)-1-oxo-2,8-diazaspiro[4.5]decan-2-yl)-3-methylbutyric acid C(C)(C)(C)OC(=O)N1CCC2(CCN(C2=O)[C@H](C(=O)O)C(C)C)CC1